Fmoc-alpha-tert-butylglycine C(=O)(OCC1C2=CC=CC=C2C2=CC=CC=C12)NC(C(=O)O)C(C)(C)C